ethyl 2-[(2s,3r)-3-[tert-butyl (dimethyl) silyl] oxy-2-(cyclopentyloxy)-3-[4-(difluoromethyl)-3-methoxy-phenyl] propyl]-6-methoxy-1,3-benzothiazole-4-carboxylate [Si](C)(C)(C(C)(C)C)O[C@@H]([C@H](CC=1SC=2C(N1)=C(C=C(C2)OC)C(=O)OCC)OC2CCCC2)C2=CC(=C(C=C2)C(F)F)OC